C1=CC=CC=2C3=CC=CC=C3N(C12)C1=CC=C(C=C1)NC1=CC=C(C=C1)C1=CC=C(C=C1)C1=CC=CC=C1 N-[4-(9H-carbazol-9-yl)phenyl][1,1':4',1''-terphenyl]-4-amine